C(C1=CC=CC=C1)O[C@H]1[C@H]([C@@H](O[C@@H]1CO)N1C(=O)NC(=O)C=C1)OC(C)=O 3'-O-benzyl-2'-O-acetyluridine